[Pb].C(C)C(/C(/C(=O)O)=C\C(=O)O)CC diethyl-mesaconic acid lead